4-butoxy-benzylidenemalonate C(CCC)OC1=CC=C(C=C(C(=O)[O-])C(=O)[O-])C=C1